CN(C)CC=1C=CC=CC1 5-((dimethylamino)methyl)benzene